methyl 9-oxooxacyclohexadecane-8-carboxylate O=C1C(CCCCCCOCCCCCCC1)C(=O)OC